O1CC(C1)OCCOCCO 2-[2-(oxetan-3-yloxy)ethoxy]ethanol